BrC1=CN=C2C[C@H](CNC2=C1)[C@H](N)C1=CC=CC=C1 (1S)-1-[(3R)-7-bromo-1,2,3,4-tetrahydro-1,5-naphthyridin-3-yl]-1-phenylmethanamine